5-fluoro-2-(methylsulfanyl)benzaldehyde FC=1C=CC(=C(C=O)C1)SC